OCC(COS(=O)(=O)C1=CC=C(C=C1)C)(C)C 4-Methylbenzenesulfonic acid 3-hydroxy-2,2-dimethylpropyl ester